ClC=1C(=NC(=NC1)N1C[C@@H](C([C@@H](C1)C)(F)F)C)NC1=CC2=C3C(C(N=C2C=C1)=O)OCC[C@@H](N3)C3CC3 (R)-10-((5-chloro-2-((3S,5R)-4,4-difluoro-3,5-dimethylpiperidin-1-yl)pyrimidin-4-yl)amino)-2-cyclopropyl-6-oxo-1,3,4,6-tetrahydro-[1,4]oxazepino[2,3-c]quinolin